OC(O)OCCO ethylene glycol bishydroxymethyl ether